[Na+].[Na+].[C@@H]1([C@H](O)[C@H](O)[C@@H](C(O)C(=O)[O-])O1)N1C=NC=2C(O)=NC=NC12.[C@@H]1([C@H](O)[C@H](O)[C@@H](C(O)C(=O)[O-])O1)N1C=NC=2C(O)=NC=NC12 5'-inosinate disodium